OC[C@@H]1OC[C@@H](O1)N1C(=O)N=C(N)C(=C1)F (2R,4R)-1-(2-hydroxymethyl-1,3-dioxolan-4-yl)-5-fluorocytosine